FC1=C(C=CC(=C1F)C1=CCC(CC1)C1CCC(CC1)CCC)C1=CC=C(C(=C1OS(=O)(=O)C(F)(F)F)F)OC(F)(F)F trifluoromethanesulfonic acid [6-[2,3-difluoro-4-[4-(4-propylcyclohexyl) cyclohex-1-enyl] phenyl]-2-fluoro-3-(trifluoromethoxy) phenyl] ester